1-N'-(4-fluorophenyl)-1-N-[4-(7-methoxy-6-pyridin-2-yl-quinolin-4-yl)oxyphenyl]Cyclopropane-1,1-dicarboxamide FC1=CC=C(C=C1)NC(=O)C1(CC1)C(=O)NC1=CC=C(C=C1)OC1=CC=NC2=CC(=C(C=C12)C1=NC=CC=C1)OC